3-(5-methylpyridin-2-yl)-2,4-dioxo-1,2,3,4-tetrahydropyrimidine-5-carboxamide CC=1C=CC(=NC1)N1C(NC=C(C1=O)C(=O)N)=O